O=C1NC(CCC1N1C(C2=CC=C(C=C2C1)NC(=O)N1CC(C2=C(C=CC=C12)C(F)(F)F)COC)=O)=O N-(2-(2,6-dioxopiperidin-3-yl)-1-oxoisoindolin-5-yl)-3-(methoxymethyl)-4-(trifluoromethyl)indoline-1-carboxamide